1-(3-(6-((trans)-3,4-difluoropyrrolidin-1-yl)-4-(1-methyl-1H-pyrazol-3-yl)pyridin-3-yl)pyrrolidin-1-yl)prop-2-en-1-one F[C@@H]1CN(C[C@H]1F)C1=CC(=C(C=N1)C1CN(CC1)C(C=C)=O)C1=NN(C=C1)C